ClC1=CC=C2C(=NC(N(C2=C1)C=1C=C(C=CC1)CC(=O)NC)=O)NC 2-(3-(7-chloro-4-(methylamino)-2-oxoquinazolin-1(2H)-yl)phenyl)-N-methylacetamide